tert-Butyl 3-(3-chloro-4-formylphenyl)-3,8-diazabicyclo[3.2.1]octane-8-carboxylate ClC=1C=C(C=CC1C=O)N1CC2CCC(C1)N2C(=O)OC(C)(C)C